Methyl 4-hydroxy-5-(1-(2-hydroxyethyl)-1H-imidazol-5-yl)-2,3-dimethylbenzoate OC1=C(C(=C(C(=O)OC)C=C1C1=CN=CN1CCO)C)C